C(#N)CC1=CC=C(C=C1)B1OC(C)(C)C(C)(C)O1 4-(cyanomethyl)phenylboronic acid pinacol ester